C(C)(C)(C)C(CCNC([C@@H](NC(C(C(C(N[C@H](C(NCCC)=O)CCCCN)=O)NC(CCN1C(C=CC1=O)=O)=O)NC(CCN1C(C=CC1=O)=O)=O)=O)CCCCN)=O)C(C)(C)C (6S,13S)-di-tert-butyl-6,13-bis(4-aminobutyl)-9,10-bis(3-(2,5-dioxo-2,5-dihydro-1H-pyrrol-1-yl)propionamido)-5,8,11,14-tetraoxo-4,7,12,15-tetraazaoctadecane